1-(4-((2-(azepan-1-yl)ethyl)amino)-3-hydroxyphenyl)propan-1-one N1(CCCCCC1)CCNC1=C(C=C(C=C1)C(CC)=O)O